C(C)N(C(CO)=O)CC N,N-diethyl-2-hydroxyacetamide